2-(4-(tert-butyl)phenyl)N-(2,7-dichloroquinazolin-4-yl)-N-methylthiazol-5-amine C(C)(C)(C)C1=CC=C(C=C1)C=1SC(=CN1)N(C)C1=NC(=NC2=CC(=CC=C12)Cl)Cl